ClC=1C=C2C(=C3C1NC(NC31CCCCC1)=O)OC(=N2)CN2[C@H](CCC2)CO 5-chloro-2-{[(2R)-2-(hydroxymethyl)pyrrolidin-1-yl]methyl}-7,8-dihydro-6H-spiro[[1,3]oxazolo[5,4-f]quinazoline-9,1'-cyclohexan]-7-one